C(C)OC(CN1CCC(CC1)(F)CC1CCN(CC1)C(=O)OCC1=CC=CC=C1)=O benzyl 4-[[1-(2-ethoxy-2-oxo-ethyl)-4-fluoro-4-piperidyl]methyl]piperidine-1-carboxylate